ClC1=CC(=C(C=N1)C(=O)NC=1SC=2C(=NC=C(N2)C2CC2)N1)C1=C(C=CC(=C1)Cl)OC 6-chloro-4-(5-chloro-2-methoxyphenyl)-N-(6-cyclopropylthiazolo[4,5-b]pyrazin-2-yl)pyridine-3-carboxamide